1-(6-bromo-3,4-dihydroisoquinolin-2(1H)-yl)-2-hydroxyethan-1-one BrC=1C=C2CCN(CC2=CC1)C(CO)=O